NC1=NC2=CC(=CC=C2C=C1Br)C[C@@H]1CC[C@]2([C@@H]1O[C@H](C2O)N2C=C(C1=C2N=CN=C1NC)F)O (2R,3aS,6S,6aR)-6-((2-amino-3-bromoquinolin-7-yl)methyl)-2-(5-fluoro-4-(methylamino)-7H-pyrrolo[2,3-d]pyrimidin-7-yl)hexahydro-3aH-cyclopenta[b]furan-3,3a-diol